C(C1=CC=CC=C1)OC(=O)NC1(CC1)C(OCC)=N ethyl 1-[[(benzyloxy)carbonyl]amino]cyclopropane-1-carboximidate